N-(1-((5,7-dioxaspiro[2.5]oct-6-yl)methyl)-1H-1,2,3-triazol-4-yl)-5-(cyclopropylethynyl)-2-methylbenzamide C1CC12COC(OC2)CN2N=NC(=C2)NC(C2=C(C=CC(=C2)C#CC2CC2)C)=O